Cl.NC(CCC(C(=O)O)N1C(C=2C=NC(=CC2C1)Cl)=O)=O 5-amino-2-(6-chloro-3-oxo-1H-pyrrolo[3,4-c]pyridin-2(3H)-yl)-5-oxopentanoic acid hydrochloride